5-oxaspiro[2.5]octane-1-carboxamide C1(CC12COCCC2)C(=O)N